C(C)[C@H]1[C@H]2[C@@H]3C(C[C@@H]4C[C@@](CC[C@@H]4[C@H]3CC[C@@]2(CC1)C)(O)C)C(C)O (3R,5R,8R,9R,10S,13S,14S,15R,17R)-15-ethyl-7-(1-hydroxyethyl)-3,13-dimethylhexadecahydro-1H-cyclopenta[a]phenanthren-3-ol